ClC=1C=C(C(=O)NC2=NN(C(=C2)C2=NC3=C(N2)C=CC(=C3)OC)CC3=CC=C(C=C3)OC)C=CC1OCCOC 3-chloro-N-[5-(5-methoxy-1H-benzimidazol-2-yl)-1-[(4-methoxyphenyl)methyl]pyrazol-3-yl]-4-(2-methoxyethoxy)benzamide